[(4S)-7,8-dichloro-6-(2,6-difluorophenyl)-4-methyl-4H-[1,2,4]triazolo[1,5-a][1,4]benzodiazepin-2-yl]-[(3R)-3-hydroxypyrrolidin-1-yl]methanone ClC1=C(C=CC2=C1C(=N[C@H](C=1N2N=C(N1)C(=O)N1C[C@@H](CC1)O)C)C1=C(C=CC=C1F)F)Cl